COC(C)(C)C methyltertbutyl ether